phenyl-(n-propyl-n-butyl)phosphinate C1(=CC=CC=C1)P([O-])(=O)C(CCC)CCC